N-(2-(4-benzylpiperidin-1-yl)ethyl)-N-(4-methylphenyl)propanamide tert-butyl-(S)-4-(1-((benzyloxy)carbonyl)azetidin-3-yl)-2-methylpiperazine-1-carboxylate C(C)(C)(C)OC(=O)N1[C@H](CN(CC1)C1CN(C1)C(=O)OCC1=CC=CC=C1)C.C(C1=CC=CC=C1)C1CCN(CC1)CCN(C(CC)=O)C1=CC=C(C=C1)C